ClC1=NC=CC(=C1C)[C@H]1N([C@@H](CC2=C1NC1=CC=CC=C21)C)C[C@H](C(=O)OC)C methyl (R)-3-((1R,3R)-1-(2-chloro-3-methylpyridin-4-yl)-3-methyl-1,3,4,9-tetrahydro-2H-pyrido[3,4-b]Indol-2-yl)-2-methylpropionate